(2r,3s,4s,5r)-5-(4-(bis(3,4-dimethoxybenzyl)amino)-6-chloro-1H-pyrazolo[3,4-d]pyrimidin-1-yl)-2-(hydroxymethyl)tetrahydro-2H-pyran-3,4-diol COC=1C=C(CN(C2=C3C(=NC(=N2)Cl)N(N=C3)[C@H]3[C@@H]([C@@H]([C@H](OC3)CO)O)O)CC3=CC(=C(C=C3)OC)OC)C=CC1OC